2,4-dimethylbenzoin CC1=C(C=CC(=C1)C)C(=O)C(O)C1=CC=CC=C1